FC1=C(C=CC(=C1F)C=1C(=NN(C1)CC(NC1=CC=NC=C1)=O)C)C1=CN=C(N1C)C(=O)N 5-[2,3-difluoro-4-[3-methyl-1-[2-oxo-2-(4-pyridylamino)ethyl]pyrazol-4-yl]phenyl]-1-methyl-imidazole-2-carboxamide